(E)-5-hydroxy-4-methyl-5-(p-tolyl)pent-2-ene-1,1-diyl diacetate C(C)(=O)OC(\C=C\C(C(C1=CC=C(C=C1)C)O)C)OC(C)=O